FC=1C(NC2=CC=CC=C2C1CO)=O 3-fluoro-4-(hydroxymethyl)quinolin-2(1H)-one